C1(CC1)NC1=NC=2N(C(C(=NC2C=N1)C=1C=C2C=NN(C2=CC1)CC(C)(C)O)=O)C1=CC=C(C=C1)OC(F)F 2-(cyclopropylamino)-8-(4-(difluoromethoxy)phenyl)-6-(1-(2-hydroxy-2-methylpropyl)-1H-Indazol-5-yl)pteridine-7(8H)-one